Br.C=O methanone hydrobromide